C1(=CC=CC=C1)/C(/C#N)=C(\C#N)/C1=CC=CC=C1 2,3-diphenyl-fumaronitrile